P(OB)([O-])([O-])=S boranyl phosphorothioate